((1R)-3-methyl-1-(3-(3-(trifluoromethoxy)phenyl)-4,5-dihydroisoxazole-5-carboxamido)butyl)boronic acid CC(C[C@H](NC(=O)C1CC(=NO1)C1=CC(=CC=C1)OC(F)(F)F)B(O)O)C